C(C1=CC(C#N)=CC=C1)#N isophthalonitrile